BrC=1C=C(SC1)C=O 4-bromothiophene-2-carbaldehyde